2-(5-(((7-(3,3-difluoropyrrolidin-1-yl)-5-isopropyl-5H-pyrrolo[3,2-d]pyrimidin-2-yl)thio)methyl)-2-fluorophenyl)acetic acid Potassium tert-butoxide CC(C)(C)[O-].[K+].FC1(CN(CC1)C1=CN(C2=C1N=C(N=C2)SCC=2C=CC(=C(C2)CC(=O)O)F)C(C)C)F